L-4-chlorobiphenyl-n-butanol C(CCC)O.ClC1=CC=C(C=C1)C1=CC=CC=C1